C(C)(C)(C)OC(C[C@H](C1=NC=CC=C1)NCCOCCN[C@H](CC(=O)OC(C)(C)C)C(=O)OC(C)(C)C)=O Di-tert-butyl (2-(2-(((R)-3-(tert-butoxy)-3-oxo-1-(pyridin-2-yl)propyl)amino)ethoxy)ethyl)-D-aspartate